C1=C(C=CC2=CC=CC=C12)NC([C@@H](NC(C1=CC=CC=C1)=O)CCCNC(N)=N)=O |r| Nα-Benzoyl-DL-arginine-β-naphthylamide